[Br-].ClCCC/C=C/C[P+](C1=CC=CC=C1)(C1=CC=CC=C1)C1=CC=CC=C1 (2E)-(6-chloro-2-hexenyl)triphenylphosphonium bromide